CN1N=CC(=C1)N1CC(CC1)C(=O)O 1-(1-methyl-1H-pyrazol-4-yl)pyrrolidine-3-carboxylic acid